1-(2-{3-[4-(Cyclopropanesulfonyl)phenyl]-1H-pyrazolo[3,4-b]pyridin-5-yl}-7-methyl-6,7,8,9-tetrahydro-5H-benzo[7]annulen-7-yl)azetidine C1(CC1)S(=O)(=O)C1=CC=C(C=C1)C1=NNC2=NC=C(C=C21)C=2C=CC1=C(CCC(CC1)(C)N1CCC1)C2